FC1(CCN(CC1)C1=NC=C(C=N1)C=1C=CC=2N=C3COCC(N3C2N1)C1=CC=CC=C1)CO (4-fluoro-1-(5-(9-phenyl-8,9-dihydro-6H-pyrido[3',2':4,5]imidazo[2,1-c][1,4]oxazin-2-yl)pyrimidin-2-yl)piperidin-4-yl)methanol